CN1N=CC=2C3=C(C=CC12)SC(=C3)C(CCC(=O)O)=O 4-(3-methyl-3H-thieno[3,2-e]indazol-7-yl)-4-oxobutanoic acid